disodium 2-[(Z)-{4-[ethyl(3-sulfonatobenzyl)amino]phenyl}{(4Z)-4-[ethyl(3-sulfonatobenzyl)iminio]-2,5-cyclohexadien-1-ylidene}methyl]benzenesulfonate C(C)N(C1=CC=C(C=C1)C(C1=C(C=CC=C1)S(=O)(=O)[O-])=C1C=CC(C=C1)=[N+](CC1=CC(=CC=C1)S(=O)(=O)[O-])CC)CC1=CC(=CC=C1)S(=O)(=O)[O-].[Na+].[Na+]